N1=CN=CC(=C1)C1=CN(C2=NC=CC(=C21)N2CC1(CC2)CCN(CC1)C(=O)OC(C)(C)C)COCC[Si](C)(C)C tert-butyl 2-[3-pyrimidin-5-yl-1-(2-trimethylsilylethoxymethyl)pyrrolo[2,3-b]pyridin-4-yl]-2,8-diazaspiro[4.5]decane-8-carboxylate